(pentamethylcyclopentadienyl)(2-methylindenyl)zirconium diiodide [I-].[I-].CC1=C(C(=C(C1(C)[Zr+2]C1C(=CC2=CC=CC=C12)C)C)C)C